(+/-)-isopropyl (1S,3S)-3-(4-(4-(((cyclopentyl(methyl)carbamoyl)oxy) methyl)-3-methylisoxazol-5-yl)phenoxy)cyclohexanecarboxylate C1(CCCC1)N(C(=O)OCC=1C(=NOC1C1=CC=C(O[C@@H]2C[C@H](CCC2)C(=O)OC(C)C)C=C1)C)C |r|